FC1=C2C=CN(C2=C(C=C1)C)[C@@H]1C[C@H](CCC1)C1=CC=NC=C1 4-fluoro-7-methyl-N-((1S,3S)-3-(pyridin-4-yl)cyclohexyl)-1H-indole